CC1[C@@H]2CC[C@H](CN1C(=O)OC(C)(C)C)N2 tert-butyl (1S,5R)-2-methyl-3,8-diazabicyclo[3.2.1]octane-3-carboxylate